C(C1=CC=CC=C1)N1N=C2C(N(CCC2=C1Cl)[C@@H]1C(N(C2=C(OC1)C=C1C(=C2)N(C(N1C)=O)C)C)=O)=O (S)-7-(2-benzyl-3-chloro-7-oxo-2,4,5,7-tetrahydro-6H-pyrazolo[3,4-c]pyridin-6-yl)-1,3,9-trimethyl-3,6,7,9-tetrahydro-1H-imidazo[4',5':4,5]benzo[1,2-b][1,4]oxazepine-2,8-dione